N1=CC(=CC=C1)NC(=O)C1=CN2C=3C=CC=CC3SC2=N1 N-(pyridin-3-yl)-7-thia-2,5-diazatricyclo[6.4.0.02,6]dodeca-1(8),3,5,9,11-pentaene-4-carboxamide